[Na].FC(C=1C=NC(=NC1)N1CCC(CC1)OC=1C=CC(=NC1)O)(F)F 5-((1-(5-(trifluoromethyl)pyrimidin-2-yl)piperidin-4-yl)oxy)pyridin-2-ol sodium